C(C)(C)(C)OC(=O)NC1CC(C1)OS(=O)(=O)C1=CC=C(C=C1)C [3-(tert-Butoxycarbonylamino) cyclobutyl]4-Methylbenzenesulfonate